C1(CC1)[C@H]([C@@](C(=O)O)(C)F)C1=CC(=CC=C1)OCC1=CC(=C(C=C1)C1=CC(=NC=C1F)OC)CN(C(C)C)C(C)C (2R,3S)-3-cyclopropyl-3-(3-((3-((diisopropylamino)methyl)-4-(5-fluoro-2-methoxypyridin-4-yl)benzyl)oxy)phenyl)-2-fluoro-2-methylpropanoic acid